COCCNC(=O)C1=CC2=C(N(C(=N2)NN2SC3=C(C2)C=CC(=C3)OC(F)(F)F)C3CCN(CC3)C)C=C1 N-(2-methoxyethyl)-1-(1-methylpiperidin-4-yl)-2-((6-(trifluoromethoxy)benzoisothiazol-2-yl)amino)-1H-benzo[d]imidazole-5-carboxamide